2-chloro-4-((2,3-dihydrobenzofuran-7-yl)oxy)benzoyl chloride ClC1=C(C(=O)Cl)C=CC(=C1)OC1=CC=CC=2CCOC21